OC(=C\C=C/C=CC(=O)O)\C=C\C=C/C=C/CC[C@H]([C@H](CCCCC)O)O (4Z,7S,8E,10Z,12E,14E,16R,17S,19Z)-7,16,17-trihydroxydocosahexenoic acid